(3-((1R,4R)-4-((Dimethylamino)methyl)-cyclohexyl)-1,2,3-oxadiazol-3-ium-5-yl)((3-(2-(3,5-dimethylisoxazol-4-yl)acetamido)-5-(trifluoromethyl)phenyl)carbamoyl)amide CN(C)CC1CCC(CC1)[N+]1=NOC(=C1)[N-]C(NC1=CC(=CC(=C1)C(F)(F)F)NC(CC=1C(=NOC1C)C)=O)=O